ethyl 6-tert-butyl-4-(4-methoxycyclohexyl)pyridine-3-carboxylate C(C)(C)(C)C1=CC(=C(C=N1)C(=O)OCC)C1CCC(CC1)OC